C(#N)C(C)(C)N=NC(C)(C)C#N 2,2'-dicyano-2,2'-azo-propane